CSC1=NN=C(S1)C(C(=O)N)=O (5-(methylthio)-1,3,4-thiadiazol-2-yl)-2-oxoacetamide